(e)-2,4,7-trimethyl-4-(3-methylbut-2-en-1-yl)octa-2,6-dienal C/C(/C=O)=C\C(CC=C(C)C)(CC=C(C)C)C